tert-butyl 3-[[6-chloro-8-(methoxycarbonyl)pyrido[3,2-d]pyrimidin-4-yl]amino]azepane-1-carboxylate ClC=1C=C(C=2N=CN=C(C2N1)NC1CN(CCCC1)C(=O)OC(C)(C)C)C(=O)OC